FC(C1=CC=C(C=C1)C=1C(=CC=CC1)S)(F)F 4'-trifluoromethyl-biphenyl-2-thiol